C(C)(C)(C)OC1=CC(=C(C(=C1)F)C1=CCCCC2=C1C=CC(=C2)C(=O)O)F 9-(4-(tert-butoxy)-2,6-difluorophenyl)-6,7-dihydro-5H-benzo[7]annulene-3-carboxylic acid